methyl (3-methoxy-4-methyl-5-(phenylthio)picolinoyl)glycinate COC=1C(=NC=C(C1C)SC1=CC=CC=C1)C(=O)NCC(=O)OC